6-methoxy-5-(methoxycarbonyl)nicotinic acid COC1=NC=C(C(=O)O)C=C1C(=O)OC